FC=1C=C(C=C(C1)F)[C@H]1N(OCC1)C(=O)[C@H]1[C@H](CN(CC1)C1=CC(=NC=N1)C(=O)NC)F 6-((3R,4S)-4-((S)-3-(3,5-difluorophenyl)isoxazolidine-2-carbonyl)-3-fluoropiperidin-1-yl)-N-methyl-pyrimidine-4-carboxamide